((6-(azetidin-1-yl)-7-methoxy-[1,2,4]triazolo[1,5-a]pyridin-2-yl)amino)-6-(cyclopropanecarboxamido)-N-methylpyridazine-3-carboxamide N1(CCC1)C=1C(=CC=2N(C1)N=C(N2)NC2=C(N=NC(=C2)NC(=O)C2CC2)C(=O)NC)OC